(1R,2S,5S)-N-(2-amino-2-oxo-1-phthalazin-1-yl-ethyl)-3-[(2S)-3-cyclopropyl-2-[(2,2,2-trifluoroacetyl)amino]propanoyl]-6,6-dimethyl-3-azabicyclo[3.1.0]hexane-2-carboxamide NC(C(C1=NN=CC2=CC=CC=C12)NC(=O)[C@@H]1[C@H]2C([C@H]2CN1C([C@H](CC1CC1)NC(C(F)(F)F)=O)=O)(C)C)=O